C(CCC)C1=CC(OC2=C(C(=CC=C12)O)C(=O)N1CCCC2=CC=CC=C12)=O 4-butyl-7-hydroxy-8-(1,2,3,4-tetrahydroquinoline-1-carbonyl)-2H-chromen-2-one